NC=1C(N(N=C(C1N1CCCCC1)C1=CC=C(C=C1)F)C1=CC(=C(C=C1)C(C)(C)C)OC)=O 4-amino-2-(4-(tert-butyl)-3-methoxyphenyl)-6-(4-fluorophenyl)-5-(piperidin-1-yl)pyridazin-3(2H)-one